N-((S)-1-((1R,2S,5S)-2-((1R,5S)-6,6-dimethyl-3-azabicyclo[3.1.0]hexane-3-carbonyl)-6,6-dimethyl-3-azabicyclo[3.1.0]hexan-3-yl)-3,3-dimethyl-1-oxobutan-2-yl)-2,2,2-trifluoroacetamide CC1([C@H]2CN(C[C@@H]12)C(=O)[C@@H]1[C@H]2C([C@H]2CN1C([C@H](C(C)(C)C)NC(C(F)(F)F)=O)=O)(C)C)C